2,7-dichloro-9-(2-(hydroxymethyl)phenyl)-9H-xanthene-3,6-diol ClC1=CC=2C(C3=CC(=C(C=C3OC2C=C1O)O)Cl)C1=C(C=CC=C1)CO